6-(1H-benzo[d]imidazol-5-yl)-5-methyl-2-phenyl-3-(piperidin-1-yl)pyrazolo[1,5-a]pyrimidin-7(4H)-one N1C=NC2=C1C=CC(=C2)C2=C(NC=1N(C2=O)N=C(C1N1CCCCC1)C1=CC=CC=C1)C